FC1=CC=C(CN2CCN(C3=CC=CC=C23)C(=O)NC2CCNCC2)C=C1 4-(4-fluorobenzyl)-N-(piperidin-4-yl)-3,4-dihydroquinoxaline-1(2H)-carboxamide